2-(5-chloro-1-(1-(2-fluoroethyl)piperidin-4-yl)-1H-pyrazol-4-yl)-N4-methyl-5-(trifluoromethylphenyl)pyrimidine-2,4-diamine ClC1=C(C=NN1C1CCN(CC1)CCF)C1(NC=C(C(=N1)NC)C1=C(C=CC=C1)C(F)(F)F)N